CC(C[C@H]1[C@H](C[C@H]2N(CCC3=CC(=C(C=C23)OC)OCCC(F)(F)F)C1)O)(C)C (2S,3R,11bR)-3-(2,2-dimethylpropyl)-10-methoxy-9-(3,3,3-trifluoropropoxy)-1H,2H,3H,4H,6H,7H,11bH-pyrido[2,1-a]isoquinolin-2-ol